BrCC1=NC(=NC=C1)N 4-(bromomethyl)pyrimidin-2-amine